ClC1=CC(=NC(=N1)SC)NC1CCC(CC1)(F)F 6-chloro-N-(4,4-difluorocyclohexyl)-2-(methylthio)pyrimidin-4-amine